N[Cr]N diaminochromium (II)